NC1=C2N(C(N(C2=NC(=N1)NC=1C(=NN(C1)C)C)C(C)C)=O)C1=CC=C2C=CNC2=C1 6-amino-2-[(1,3-dimethyl-1H-pyrazole-4-yl)amino]-7-(1H-indole-6-yl)-9-isopropyl-7,9-dihydro-8H-purine-8-one